N[C@@H](CCC(=O)NCCCC=O)C(=O)O 4-(γ-glutamylamino)butanal